C(C)(C)(C)OC(=O)N[C@@H](COC1=CC(=NC(=C1C(=O)OCC1=CC=CC=C1)OC)C)CC1=CC=CC=C1 benzyl (R)-4-(2-((tert-butoxycarbonyl) amino)-3-phenylpropoxy)-2-methoxy-6-methylnicotinate